N(=[N+]=[N-])C1=C(C=O)C=CC(=N1)C1=C(C=C(C=C1C)C(F)(F)F)OCOCC 2-azido-6-(2-(ethoxymethoxy)-6-methyl-4-(trifluoromethyl)phenyl)nicotinaldehyde